2-(dinonylamino)-N-(2-(2-((2-(dinonylamino)ethyl)(nonyl)amino)acetamido)ethyl)acetamide C(CCCCCCCC)N(CC(=O)NCCNC(CN(CCCCCCCCC)CCN(CCCCCCCCC)CCCCCCCCC)=O)CCCCCCCCC